N1N=CC2=CC=C(C=C12)NC(CCC1CNCCC1)=O N-(1H-indazol-6-yl)-3-(piperidin-3-yl)propanamide